OCCCCC1N(C2=NC=CC=C2CC1)C(=O)OCC ethyl 2-(4-hydroxybutyl)-3,4-dihydro-1,8-naphthyridine-1(2H)-carboxylate